CN1CCN(CC1)C1=CC=C(C=N1)CNC=1N=CC2=C(N1)NC=C2C=2C=C1C=NC=NC1=CC2 N-((6-(4-methylpiperazin-1-yl)pyridin-3-yl)methyl)-5-(quinazolin-6-yl)-7H-pyrrolo[2,3-d]pyrimidin-2-amine